1-(3-chloro-4-fluorophenyl)-2-((4,4-difluorocyclohexyl)oxy)ethan-1-one ClC=1C=C(C=CC1F)C(COC1CCC(CC1)(F)F)=O